(S)-(3-(1-amino-1,3-dihydrospiro[inden-2,4'-piperidin]-1'-yl)-6-(3-methylbut-1-en-1-yl)pyrazin-2-yl)methanol N[C@@H]1C2=CC=CC=C2CC12CCN(CC2)C=2C(=NC(=CN2)C=CC(C)C)CO